CN(C(=O)OC=1C(=CC(=C(C1)SSSSSSC1=C(C=C(C(=C1)OC(N(C)C)=O)C)C)C)C)C bis(5-dimethylcarbamoyloxy-2,4-dimethylphenyl) hexasulfide